FC1=CC=CC2=C1OCCN2C(C)C 8-fluoro-4-isopropyl-3,4-dihydro-2H-benzo[b][1,4]oxazin